((6-(2-chloro-3-(3-chloro-2-((S)-5-((((S)-5-oxopyrrolidin-2-yl)methyl)amino)-5,6,7,8-tetrahydronaphthalen-2-yl)pyridin-4-yl)phenyl)-2-methoxypyridin-3-yl)methyl)-D-homoserine ClC1=C(C=CC=C1C1=C(C(=NC=C1)C1=CC=2CCC[C@@H](C2C=C1)NC[C@H]1NC(CC1)=O)Cl)C1=CC=C(C(=N1)OC)CN[C@H](CCO)C(=O)O